CN(C1CCN(CC1)C(=O)OC(C)(C)C)C=1N=NC(=CC1)C=1C=CC(=C2C=NNC12)C=1C=NN(C1)C tert-butyl 4-[methyl({6-[4-(1-methylpyrazol-4-yl)-1H-indazol-7-yl]pyridazin-3-yl}) amino]piperidine-1-carboxylate